FC(C1=CC=C(C2=CC=CC=C12)CCNC(OC(C)(C)C)=O)F tert-butyl (2-(4-(difluoromethyl)naphthalen-1-yl)ethyl)carbamate